2-(1-(3-((4-methoxyphenyl)sulfonamido)phenyl)-1H-1,2,3-triazol-4-yl)isonicotinic acid COC1=CC=C(C=C1)S(=O)(=O)NC=1C=C(C=CC1)N1N=NC(=C1)C=1C=C(C(=O)O)C=CN1